FC1(CC2=C(N=CN=C2OC=2C=C(C#N)C=C(C2)F)[C@H]1O)F (R)-3-((6,6-difluoro-7-hydroxy-6,7-dihydro-5H-cyclopenta[d]pyrimidin-4-yl)oxy)-5-fluorobenzonitrile